ClC=1C=CC2=C(C3(C4=C(C(C2)N3)C=CC=C4)C)C1 3-chloro-5-methyl-10,11-dihydro-5H-5,10-epiminodibenzo[a,d][7]annulene